CCCCCCCCCCCCCCCCCCC(=O)N[C@@H](CO[C@H]1[C@@H]([C@H]([C@@H]([C@H](O1)CO)O)O)O)[C@@H](/C=C/CCCCCCCCCC(C)C)O The molecule is an N-acyl-1-beta-D-glucosyl-15-methylhexadecasphing-4-enine in which the acyl group has 19 carbons and 0 double bonds. It derives from a 15-methylhexadecasphing-4-enine.